[5-(phenylsulfanyl)-1H-benzimidazol-2-yl]acrylamide C1(=CC=CC=C1)SC1=CC2=C(NC(=N2)C(C(=O)N)=C)C=C1